1-((2-(2-ethyl-1H-benzimidazol-1-yl)-9-methyl-6-morpholinyl-9H-purin-8-yl)methyl)-4-(4-oxocyclohexyl)-piperazin-2-one C(C)C1=NC2=C(N1C1=NC(=C3N=C(N(C3=N1)C)CN1C(CN(CC1)C1CCC(CC1)=O)=O)N1CCOCC1)C=CC=C2